rel-N-(6-amino-5-ethyl-3-pyridyl)-2-[(2R,5S)-5-methyl-2-(6-methyl-3-pyridyl)-1-piperidyl]-2-oxo-acetamide NC1=C(C=C(C=N1)NC(C(=O)N1[C@H](CC[C@@H](C1)C)C=1C=NC(=CC1)C)=O)CC |o1:12,15|